5-iodo-3-((6-nitro-1H-indol-3-yl)methyl)-1H-indole IC=1C=C2C(=CNC2=CC1)CC1=CNC2=CC(=CC=C12)[N+](=O)[O-]